(4-Aminoquinolin-3-yl)-2-(3-phenoxyphenyl)acetamide NC1=C(C=NC2=CC=CC=C12)C(C(=O)N)C1=CC(=CC=C1)OC1=CC=CC=C1